(5-((6-oxo-1,6-dihydropyridin-2-yl)oxy)pyridin-2-yl)propanamide O=C1C=CC=C(N1)OC=1C=CC(=NC1)C(C(=O)N)C